2-chloro-6-(difluoromethyl)pyridine-3-carbonitrile ClC1=NC(=CC=C1C#N)C(F)F